trifluoromethylpiperidine ammonium salt [NH4+].FC(F)(F)N1CCCCC1